FC=1C=C(C=NC1)S(=O)(=O)N(C(C(F)(F)F)C1=CC=C(C=C1)C(F)(F)F)C 5-fluoro-N-methyl-N-(2,2,2-trifluoro-1-(4-(trifluoromethyl)phenyl)ethyl)pyridine-3-sulfonamide